[O-]P([O-])(=O)OP(=O)([O-])OP(=O)([O-])[O-] TriPhosphate